(1R,3R)-1-[3-chloro-4-[1-(3-fluoropropyl)azetidin-3-yl]oxy-phenyl]-2-(2-fluoro-2-methyl-propyl)-3-methyl-1,3,4,9-tetrahydropyrido[3,4-b]indole ClC=1C=C(C=CC1OC1CN(C1)CCCF)[C@H]1N([C@@H](CC2=C1NC1=CC=CC=C21)C)CC(C)(C)F